NC1=NC=2C=CC(=CC2C=2N1N=NN2)C(=O)N(C2CCC1=CC(=CC=C21)C(F)(F)F)C2CCC2 5-amino-N-cyclobutyl-N-(5-(trifluoromethyl)-2,3-dihydro-1H-inden-1-yl)tetrazolo[1,5-c]quinazoline-9-carboxamide